nitrogen (4-methyl-5-(piperazin-1-yl)pyridin-2-yl)pyrimidin-2-amine CC1=CC(=NC=C1N1CCNCC1)C1=NC(=NC=C1)N.[N]